3-AMINO-2-CHLOROPYRIDINE-4-CARBOXALDEHYDE NC=1C(=NC=CC1C=O)Cl